OC1=C(C=NC2=C1C(=NC=1N2N=C(C1)C)C)C(=O)OCC Ethyl 6-hydroxy-2,5-dimethylpyrazolo[1,5-a]pyrido[3,2-e]pyrimidine-7-carboxylate